N-(5-(5-((1R,2S)-2-FLUOROCYCLOPROPYL)-1,2,4-OXADIAZOL-3-YL)-2-METHYLPHENYL)IMIDAZO[1,2-A]PYRIDIN-3-CARBOXAMID F[C@@H]1[C@H](C1)C1=NC(=NO1)C=1C=CC(=C(C1)NC(=O)C1=CN=C2N1C=CC=C2)C